N-(4-(4-amino-1-(2,2-difluoroethyl)-1H-pyrazolo[3,4-d]pyrimidin-3-yl)phenyl)-5-(4-Chlorophenyl)-1-isopropyl-4-oxo-1,4-dihydropyridazine-3-carboxamide NC1=C2C(=NC=N1)N(N=C2C2=CC=C(C=C2)NC(=O)C2=NN(C=C(C2=O)C2=CC=C(C=C2)Cl)C(C)C)CC(F)F